ClC1=CC=C(C(=N1)C(=O)N)N[C@H](C)C=1C=C(C=C2C(C(=C(OC12)C=1N=CN(C1)C)C)=O)C 6-Chloro-3-[[(1R)-1-[3,6-dimethyl-2-(1-methylimidazol-4-yl)-4-oxo-chromen-8-yl]ethyl]amino]pyridine-2-carboxamide